tributyl-tert-butylphosphonium C(CCC)[P+](C(C)(C)C)(CCCC)CCCC